BrC=1C=C2C(=NC1)C(C(N2C2CC(C2)(C#N)N2CC1(CC1)C(CC2)O)=O)(C)C (1s,3s)-3-(6-bromo-3,3-dimethyl-2-oxo-2,3-dihydro-1H-pyrrolo[3,2-b]pyridin-1-yl)-1-(8-hydroxy-5-azaspiro[2.5]oct-5-yl)cyclobutane-1-carbonitrile